1-phenylethyl acrylate C(C=C)(=O)OC(C)C1=CC=CC=C1